NCC1=CC(=NC=C1)S(=O)(=O)[C@H]1C(N(CCC1)C1CNCC(C1)C(=O)N1CCN(CC1)S(=O)(=O)C)=O r-((4-(Aminomethyl)pyridin-2-yl)sulfonyl)-5'-(4-(methylsulfonyl)piperazine-1-carbonyl)-[1,3'-bipiperidin]-2-one